OCCNC(O[C@@H]1CC[C@H](CC1)C(N(C[C@@H]1CC[C@H](CC1)C1=NC(=C(C=C1)OC)C)C1=NC=CC(=C1)C=1N=C(OC1)C1CC1)=O)=O trans-4-((4-(2-Cyclopropyloxazol-4-yl)-pyridine-2-yl)((trans-4-(5-methoxy-6-methylpyridin-2-yl)-cyclohexyl)methyl)-carbamoyl)cyclohexyl (2-hydroxy-ethyl)carbamate